7-(piperidine-1-carbonyl)thieno[2,3-g]quinoxaline-5,9-dione N1(CCCCC1)C(=O)C1=CC2=C(C(C=3N=CC=NC3C2=O)=O)S1